(5-phenyl-4,5-dihydro-1H-pyrazol-1-yl)(tetrahydro-2H-pyran-3-yl)methanone C1(=CC=CC=C1)C1CC=NN1C(=O)C1COCCC1